FC(S(=O)(=O)NC1=CC=C(C2=CC=CC=C12)OC=1N=C(SC1C1=NC(=NC=C1)N[C@@H]1CNC[C@H](C1)F)C)F 1,1-difluoro-N-[4-[5-[2-[[(3S,5S)-5-fluoro-3-piperidyl]amino]pyrimidin-4-yl]-2-methyl-thiazol-4-yl]oxy-1-naphthyl]methanesulfonamide